1-(4-(2-((1-(4-((3S,4R)-7-hydroxy-3-phenylisochroman-4-yl)phenyl)piperidin-4-yl)methyl)-2,8-diazaspiro[4.5]decan-8-yl)-2-methylphenyl)dihydropyrimidine-2,4(1H,3H)-dione OC1=CC=C2[C@H]([C@H](OCC2=C1)C1=CC=CC=C1)C1=CC=C(C=C1)N1CCC(CC1)CN1CC2(CC1)CCN(CC2)C2=CC(=C(C=C2)N2C(NC(CC2)=O)=O)C